IC 1-Iodomethan